3-(2-(3-oxo-3-(4-(6-(4-(4-((E)-3-(pyridin-3-yl)acrylamido)butyl)piperidine-1-carbonyl)pyridazin-3-yl)piperazin-1-yl)propoxy)ethoxy)propane O=C(CCOCCOCCC)N1CCN(CC1)C=1N=NC(=CC1)C(=O)N1CCC(CC1)CCCCNC(\C=C\C=1C=NC=CC1)=O